[Cl-].C1(=CC=CC=C1)CCP(CC)CC.[Ni+2].[Cl-] nickel phenyl-(triethylphosphine) chloride